FC(C(=O)[O-])(C(F)(F)F)F.[Ag+] silver perfluoropropionate